FC1(CN(CCO1)CC1=CC=C(C=C1)C=1C=C(C=2N=CN=C(C2N1)N[C@@H]1CNCCC1)C(=O)N)F 6-[4-[(2,2-difluoromorpholin-4-yl)methyl]phenyl]-4-[(3S)-piperidin-3-ylamino]pyrido[3,2-d]pyrimidine-8-carboxamide